(E)-1-(4-(dimethylamino)but-2-enoyl)-N-(4-methylthiophen-2-yl)piperidine-4-carboxamide CN(C/C=C/C(=O)N1CCC(CC1)C(=O)NC=1SC=C(C1)C)C